CC1=NN(C=2NC=3CCCC(C3C(C21)C2=CC(=CC=C2)[N+](=O)[O-])=O)C2=CC=CC=C2 7,8-dihydro-3-methyl-4-(3-nitrophenyl)-1-phenyl-1H-pyrazolo[3,4-b]quinolin-5(4H,6H,9H)-one